C1(CC1)C1=C(C=CC(=C1OC)N1C[C@H](NCC1)C)NC1=NC=C(C(=N1)C1=CC2=C(C(N(CCS2)C2COC2)=O)S1)C(F)(F)F (R)-7-(2-((2-cyclopropyl-3-methoxy-4-(3-methylpiperazin-1-yl)phenyl)amino)-5-(trifluoromethyl)pyrimidin-4-yl)-4-(oxetan-3-yl)-3,4-dihydrothieno[2,3-f][1,4]thiazepin-5(2H)-one